C1(=CC=CC=C1)N1NC(=CC1C1=CC=C(C=C1)C(C)(C)C)C=CC1=CC=C(C=C1)C(C)(C)C 1-phenyl-3-(4-tert-butylstyryl)-5-(4-tert-butylphenyl)-pyrazoline